(6S,9R)-N-(4,5-dichloro-2-fluorophenyl)-4-fluoro-3-oxo-3,5,6,7,8,9-hexahydro-2H-6,9-epiminocyclohepta[c]pyridine-10-carboxamide ClC1=CC(=C(C=C1Cl)NC(=O)N1[C@@H]2CC=3C(=CNC(C3F)=O)[C@H]1CC2)F